(S)-2-amino-N-benzyl-propionamide N[C@H](C(=O)NCC1=CC=CC=C1)C